COC(=O)C1=NC(=NO1)C1=C(C=C(C=C1)Cl)Cl 3-(2,4-dichlorophenyl)-1,2,4-oxadiazole-5-carboxylic acid methyl ester